bianthracenyl C1(=CC=CC2=CC3=CC=CC=C3C=C12)C1=CC=CC2=CC3=CC=CC=C3C=C12